NC(CCCCC)N Diaminohexan